Cl.C12CC(CC(CC1)N2)NC=2SC1=C(N2)SC(=N1)C1=C(C=C(C=C1)C=1C=NNC1)O 2-{5-[(3-Exo)-8-azabicyclo[3.2.1]oct-3-ylamino][1,3]thiazolo[5,4-d][1,3]thiazol-2-yl}-5-(1H-pyrazol-4-yl)phenol Hydrochlorid